4-[(1S,4S,5R)-5-{[4-cyclopropyl-1-(2,6-difluorophenyl)-1H-pyrazol-5-yl]methoxy}-2-azabicyclo[2.2.1]heptan-2-yl]-2-fluorobenzoic acid C1(CC1)C=1C=NN(C1CO[C@H]1[C@@H]2CN([C@H](C1)C2)C2=CC(=C(C(=O)O)C=C2)F)C2=C(C=CC=C2F)F